CC(C)C1=CC[C@@]2([C@@H](CCC(=C)C2C1)O)C Eudesma-4(15),7-dien-1β-ol